C(C)(C)(C)C=1C=C2C(C(N(C2=CC1)C)=O)N=C(C1=CC=CC=C1)C1=CC=CC=C1 5-(tert-butyl)-3-((diphenylmethylene)amino)-1-methylindole-2-one